BrC1=CC(=CC2=C1N(C(N2C=2SC(=NN2)C(F)F)=O)CC)S(=O)(=O)NC2(COC2)C 7-bromo-3-[5-(difluoromethyl)-1,3,4-thiadiazol-2-yl]-1-ethyl-N-(3-methyloxetan-3-yl)-2-oxo-1,3-benzodiazole-5-sulfonamide